ClC=1C=C(C=C(C1)Cl)C=1C=CC=C2C(=C(C=NC12)C(=O)NN1CCOC2=C1C=CC=C2)N2CCOCC2 8-(3,5-dichlorophenyl)-N-(2,3-dihydro-1,4-benzoxazin-4-yl)-4-morpholino-quinoline-3-carboxamide